bis-(aminomethyl)tricyclo[5.2.1.0(2,6)]decane NCC12C3(CCC(C2CCC1)C3)CN